[6-(3-cyclopropyl-1,2,4-triazol-1-yl)-2-azaspiro[3.3]heptan-2-yl]-[6-[(4-mesylpyrazol-1-yl)methyl]-2-azaspiro[3.3]heptan-2-yl]methanone C1(CC1)C1=NN(C=N1)C1CC2(CN(C2)C(=O)N2CC3(C2)CC(C3)CN3N=CC(=C3)S(=O)(=O)C)C1